3-(4-bromobenzyl)-1-(3,3,3-trifluoropropyl)azetidine (Z)-tert-butyl-(2-methoxy-4-(1-methyl-4-oxido-1,4-azaphosphinan-4-yl)phenyl)carbamate C(C)(C)(C)N(C(O)=O)C1=C(C=C(C=C1)P1(CCN(CC1)C)=O)OC.BrC1=CC=C(CC2CN(C2)CCC(F)(F)F)C=C1